7-methyl-4a-phenylhexahydro-2H-benzo[b][1,4]oxazin-3(4H)-one CC1CCC2(C(OCC(N2)=O)C1)C1=CC=CC=C1